2-chloro-3'-(2-fluoro-2-(4-formyl-3-methoxyphenyl)vinyl)-2'-methyl-[1,1'-biphenyl] ClC1=C(C=CC=C1)C1=C(C(=CC=C1)C=C(C1=CC(=C(C=C1)C=O)OC)F)C